NC=1C(=C(C=C(C1)C)C(=O)C1=C(C=CC=C1)N)O (3-amino-2-hydroxy-5-methylphenyl)(2-aminophenyl)methanone